C12(CC(C1)C2)N2N=NC(=C2)[C@H](C2=C1C=CC(=NC1=CC=C2)C)NC=2C=C1C(=C(C=NC1=C(C2)C#N)C#N)NCC(C)(C)C (S)-6-(((1-(bicyclo[1.1.1]pentan-1-yl)-1H-1,2,3-triazol-4-yl)(2-methylquinolin-5-yl)methyl)amino)-4-(neopentylamino)quinoline-3,8-dicarbonitrile